(R or S)-1-(2-aminoethyl)-3-methylpiperidin-2-one NCCN1C([C@@H](CCC1)C)=O |o1:5|